(R)-2-(6-amino-5-(4-(2-bromopyrimidin-4-yl)-5-methyl-1,4-diazepan-1-yl)pyridazin-3-yl)phenol NC1=C(C=C(N=N1)C1=C(C=CC=C1)O)N1CCN([C@@H](CC1)C)C1=NC(=NC=C1)Br